2'-deoxy-N4-[2-(4-nitrophenyl)ethoxycarbonyl]-5-azacytidine [N+](=O)([O-])C1=CC=C(C=C1)CCOC(=O)NC1=NC(N([C@H]2C[C@H](O)[C@@H](CO)O2)C=N1)=O